methacryloylethyl-trimethoxysilane methyl-3-fluoro-5-((3-nitropyridin-2-yl)amino)picolinate COC(C1=NC=C(C=C1F)NC1=NC=CC=C1[N+](=O)[O-])=O.C(C(=C)C)(=O)CO[Si](OC)(OC)CC